Ethyl (S,E)-3-(4-(2-(1,8-naphthyridin-2-yl)vinyl)-1H-pyrrole-2-carboxamido)-3-(6-methoxypyridin-3-yl)propanoate N1=C(C=CC2=CC=CN=C12)/C=C/C=1C=C(NC1)C(=O)N[C@@H](CC(=O)OCC)C=1C=NC(=CC1)OC